2-(((1r,4r)-4-(((3-fluorophenyl)(m-tolyl)carbamoyloxy)methyl)cyclohexyl)methoxy)acetic acid FC=1C=C(C=CC1)N(C(=O)OCC1CCC(CC1)COCC(=O)O)C=1C=C(C=CC1)C